2,2'-dichloro[1,1'-biphenyl]-4,4'-diamine ClC1=C(C=CC(=C1)N)C1=C(C=C(C=C1)N)Cl